C1(=CC=CC=C1)N1N=C(N=C1NC)NC1=CC=C(C=C1)C(=O)NC 1-phenyl-N3-(4-(methylaminocarbonyl)phenyl)-N5-methyl-1H-1,2,4-triazole-3,5-diamine